N-(5-(3,4-dichlorophenyl)-1H-1,2,4-triazol-3-yl)nitroamide ClC=1C=C(C=CC1Cl)C1=NC(=NN1)[N-][N+](=O)[O-]